C(C)(C)(C)OC(=O)N1C2CNC2C(C1)(C(=O)O)C 2-(tert-butoxycarbonyl)-4-methyl-2,6-diazabicyclo[3.2.0]heptane-4-carboxylic acid